(2S,4R)-1-[(2S)-2-amino-3,3-dimethyl-butyryl]-4-hydroxy-N-[(1S)-1-[4-(4-methylthiazol-5-yl)phenyl]ethyl]pyrrolidine-2-carboxamide N[C@H](C(=O)N1[C@@H](C[C@H](C1)O)C(=O)N[C@@H](C)C1=CC=C(C=C1)C1=C(N=CS1)C)C(C)(C)C